1-(2-amino-5-(1-(5-(trifluoromethyl)pyridin-2-yl)-1H-1,2,4-triazol-3-yl)phenyl)ethan-1-one ((5S)-7-amino-6-hydroxy-7-oxoheptane-1,5-diyl)dicarbamate NC(C([C@H](CCCCNC(O)=O)NC(O)=O)O)=O.NC1=C(C=C(C=C1)C1=NN(C=N1)C1=NC=C(C=C1)C(F)(F)F)C(C)=O